2-((3-hydroxypyridin-4-yl)methyl)-6-(4-methoxyphenylsulphonyl)phthalazin-1(2H)-one OC=1C=NC=CC1CN1C(C2=CC=C(C=C2C=N1)S(=O)(=O)C1=CC=C(C=C1)OC)=O